3-(benzyloxy)-6-(4-hydroxybut-1-yn-1-yl)picolinic acid methyl ester COC(C1=NC(=CC=C1OCC1=CC=CC=C1)C#CCCO)=O